O=C1N(CC2=CC(=CC=C12)N1CCN(CC1)CC1CCN(CC1)C1=CC=C(C=C1)C1=C(CCOC2=C3C=NNC3=CC=C21)C2=CC=CC=C2)[C@@H]2C(NC(CC2)=O)=O (S)-3-(1-oxo-5-(4-((1-(4-(4-phenyl-3,8-dihydro-2H-oxepino[2,3-e]indazol-5-yl)phenyl)piperidin-4-yl)methyl)piperazin-1-yl)isoindolin-2-yl)piperidine-2,6-dione